Dideoxythymidine triphosphate OP(O)(=O)OP(=O)(O)OP(=O)(O)O.[C@@H]1(C[C@H](O)[C@@H](CO)O1)N1C(=O)NC(=O)C(C)=C1.[C@@H]1(C[C@H](O)[C@@H](CO)O1)N1C(=O)NC(=O)C(C)=C1